S1C(=CC=C1)CN(C(OCCN1C(CN(C(C1)=O)CCOC(N(CC=1SC=CC1)CC=1SC=CC1)=O)=O)=O)CC=1SC=CC1 (2,5-dioxopiperazine-1,4-diyl)bis(ethane-2,1-diyl) bis(bis(thiophen-2-ylmethyl)carbamate)